CN1C2=C(SCCC1=O)C=C(N=C2)N2C(CC2)=O 5-methyl-4-oxo-8-(2-oxoazetidin-1-yl)-2,3,4,5-Tetrahydropyrido[4,3-b][1,4]thiazepine